thioctic acid O=C(O)CCCCC1CCSS1